N-[2-(4,4-difluoropiperidinyl)-6-methylpyrimidin-4-yl](4-bromo-2,5-difluorophenyl)carboxamide FC1(CCN(CC1)C1=NC(=CC(=N1)NC(=O)C1=C(C=C(C(=C1)F)Br)F)C)F